3-(4-amino-3-bromo-1H-pyrazolo[3,4-d]pyrimidin-1-yl)cyclopentane-1-one NC1=C2C(=NC=N1)N(N=C2Br)C2CC(CC2)=O